C(=O)=C([C@H](CC1=CC(=CC=C1)F)NC(=O)C1=NC2=CC=CC=C2C=C1)N[C@H](C=C=O)C[C@H]1C(NCC1)=C=O N-{(S)-1-carbonyl-1-{{(S)-1-carbonyl-3-[(S)-2-carbonylpyrrolidin-3-yl]propan-2-yl}amino}-3-3-fluorophenylpropan-2-yl}-quinoline-2-carboxamide